cis-3-hydroxymethyl-2,2-dimethylcyclopropyl-formic acid OC[C@H]1C([C@H]1C(=O)O)(C)C